(3,4-dihydroquinolin-2(1H)-yl)(5-(2-fluoropyridin-3-yl)-1H-indazol-3-yl)methanone N1C(CCC2=CC=CC=C12)C(=O)C1=NNC2=CC=C(C=C12)C=1C(=NC=CC1)F